N-(4''-(((2-acetamidoethyl)amino)methyl)-3''-fluoro-5''-methoxy-2,2'-dimethyl-[1,1':3',1''-terphenyl]-3-yl)-4-hydroxy-4,5,6,7-tetrahydropyrazolo[1,5-a]pyridine-2-carboxamide C(C)(=O)NCCNCC1=C(C=C(C=C1OC)C=1C(=C(C=CC1)C1=C(C(=CC=C1)NC(=O)C1=NN2C(C(CCC2)O)=C1)C)C)F